(E)-4-[(1S,3R)-3-(hydroxymethyl)-1-methyl-1,2,3,4-tetrahydroisoquinolin-5-yl]-2-methyl-but-3-en-2-ol OC[C@@H]1N[C@H](C2=CC=CC(=C2C1)/C=C/C(C)(O)C)C